2H,5H-cyclopenta[f]pyrrolo[3,4-b][1,4,5]oxathiazocine C=1NC=C2C1OC=C1C(NS2)=CC=C1